ClC1=C(C=C(C=C1)C1=C(C(=C(C(=C1F)F)F)F)F)C=O 4-chloro-2',3',4',5',6'-pentafluoro-[1,1'-biphenyl]-3-carbaldehyde